CN1C(=NN=C1)CC1(COC1)C=1C=C(C=CC1)N1C(C2=CC(=CC(=C2C1)C(F)(F)F)CC1CNCCC1=O)=O 2-(3-(3-((4-methyl-4H-1,2,4-triazol-3-yl)methyl)oxetan-3-yl)phenyl)-6-((4-oxopiperidin-3-yl)methyl)-4-(trifluoromethyl)isoindolin-1-one